[Cu].[Li].[Zn].ClC1=CC(=C(C=C1)C1=CC=C(C=C1)C1CN(C1)C(=O)N1CC2(C1)CC(C2)N2N=NC=C2)S(=O)(=O)C [3-[4-(4-chloro-2-methylsulfonyl-phenyl)phenyl]azetidin-1-yl]-[6-(triazol-1-yl)-2-azaspiro[3.3]heptan-2-yl]methanone zinc-lithium-copper